5-chloro-2-(3,3-difluorocyclobutyl)-4-(4-(trifluoromethyl)cyclohex-1-en-1-yl)pyridine ClC=1C(=CC(=NC1)C1CC(C1)(F)F)C1=CCC(CC1)C(F)(F)F